Cl.C(N)(=N)N1CCC(=CC1)C1=CC=C(C=C1)[NH-].C(N)(=N)N1CCC(=CC1)C1=CC=C(C=C1)[NH-] bis-{[4-(1-carbamimidoyl-1,2,3,6-tetrahydro-pyridin-4-yl)-phenyl]-amide} hydrochloride